S(=O)(=O)=NC(C1=CC=CC=C1)=O Sulfonyl-benzamide